FC12C(N(C=C1)C(=O)OCC1C3=CC=CC=C3C=3C=CC=CC13)=CN(C2)C(=O)OC(C)(C)C (cis)-1-((9H-fluoren-9-yl) methyl) 5-tert-butyl 3a-fluoropyrrolo[3,4-b]pyrrole-1,5-dicarboxylate